(4Z)-2-[[(1R,2R)-2-Methoxycyclopentyl]amino]-4-[(1-methylindazol-5-yl)methylene]-1H-imidazol-5-one CO[C@H]1[C@@H](CCC1)NC=1NC(/C(/N1)=C/C=1C=C2C=NN(C2=CC1)C)=O